FC(C1=NC2=CC=CC=C2C(=N1)SCC(=O)C1=CC=C(S1)CCNS(=O)(=O)C)(F)F N-(2-(5-(2-((2-(trifluoromethyl)quinazolin-4-yl)thio)acetyl)thiophen-2-yl)ethyl)methanesulfonamide